(R)-(4-(4-fluoropyrazolo[1,5-a]pyridin-2-yl)-1,4,6,7-tetrahydro-5H-imidazo[4,5-c]pyridin-5-yl)(5-(pyridin-2-yl)-1,3,4-thiadiazol-2-yl)methanone FC=1C=2N(C=CC1)N=C(C2)[C@@H]2N(CCC1=C2N=CN1)C(=O)C=1SC(=NN1)C1=NC=CC=C1